FC(C=1OC(=NN1)C1=CC(=C(C=C1)CN1N=NC(=C1)C1=CC(=NC=C1)N1CCN(CC1)C)F)F 2-(difluoromethyl)-5-(3-fluoro-4-((4-(2-(4-methylpiperazin-1-yl)pyridin-4-yl)-1H-1,2,3-triazol-1-yl)methyl)phenyl)-1,3,4-oxadiazole